3-fluoro-5-(1-(6-iodopyridin-3-yl)-1H-pyrazol-4-yl)benzyl-carbamic acid tert-butyl ester C(C)(C)(C)OC(NCC1=CC(=CC(=C1)C=1C=NN(C1)C=1C=NC(=CC1)I)F)=O